OCCN1C=C2C(C3(C(C=C2C=C1\C=C\C)=C(C(O3)=O)C(CCCCCCC)=O)C)=O E-7-(2-hydroxyethyl)-9a-methyl-3-octanoyl-6-(prop-1-en-1-yl)furo[3,2-g]isoquinoline-2,9(7H,9aH)-dione